2-pentadecylamino-1,4-naphthoquinone C(CCCCCCCCCCCCCC)NC=1C(C2=CC=CC=C2C(C1)=O)=O